tri(tetramethoxyphenyl)amine COC=1C(=C(C(=C(C1)N(C1=C(C(=C(C(=C1)OC)OC)OC)OC)C1=C(C(=C(C(=C1)OC)OC)OC)OC)OC)OC)OC